N-{[2-(2-Methyl-5-phenyl-1,3-thiazol-4-carbonyl)-2-azabicyclo[3.1.1]heptan-3-yl]methyl}chinolin-2-amin CC=1SC(=C(N1)C(=O)N1C2CC(CC1CNC1=NC3=CC=CC=C3C=C1)C2)C2=CC=CC=C2